methylbis(pentafluorophenyl)silane C[SiH](C1=C(C(=C(C(=C1F)F)F)F)F)C1=C(C(=C(C(=C1F)F)F)F)F